(6-(((R)-1-phenylethyl)amino)-6,7,8,9-tetrahydrodibenzo[b,d]furan-2-yl)-3,4-dihydroisoquinolin-1(2H)-one C1(=CC=CC=C1)[C@@H](C)NC1CCCC=2C3=C(OC21)C=CC(=C3)N3C(C2=CC=CC=C2CC3)=O